FC=1C=CC(=C(C[C@H]2N(CCCCC2)C2=NC(=CC(N2)=O)N2C[C@H](OCC2)C)C1)OC 2-((S)-2-(5-fluoro-2-methoxybenzyl)azepan-1-yl)-6-((R)-2-methylmorpholino)pyrimidin-4(3H)-one